3-{5-[6-(hydroxymethyl)-2',7-dimethyl-1H,2'H-[3,4'-biindazol]-1-yl]pyridin-2-yl}-3-azabicyclo[3.1.0]hexane-6-carboxylic acid OCC1=CC=C2C(=NN(C2=C1C)C=1C=CC(=NC1)N1CC2C(C2C1)C(=O)O)C=1C2=CN(N=C2C=CC1)C